3'-(2-amino-2-carboxyethyl)-3,5-dicarboxy-1,1'-biphenyl hydrochloride Cl.NC(CC=1C=C(C=CC1)C1=CC(=CC(=C1)C(=O)O)C(=O)O)C(=O)O